CN1C(NC(C1=O)C)=O 3,5-dimethylhydantoin